CP(C)OC1=C(C=CC(=C1)C=1C=C2C(=NC1)NC=C2CC)F (5-(3-Ethyl-1H-pyrrolo[2,3-b]pyridin-5-yl)-2-fluorophenyl) dimethylphosphino oxide